FC1=C(N)C=C(C=C1C(F)(F)F)F 2,5-difluoro-3-trifluoromethyl-aniline